5-chloro-1-(2-chlorobenzyl)-4-(2-((2,2-difluoroethyl)amino)ethyl)-1H-pyrazole-3-carboxylate ClC1=C(C(=NN1CC1=C(C=CC=C1)Cl)C(=O)[O-])CCNCC(F)F